4-(((tert-butyldimethylsilyl)oxy)methyl)-2-methylsulfonyl-pyrimidine [Si](C)(C)(C(C)(C)C)OCC1=NC(=NC=C1)S(=O)(=O)C